(3-fluoro-5-(trifluoromethyl)pyridin-2-yl)-5-methoxybenzothiazol-2(3H)-one FC=1C(=NC=C(C1)C(F)(F)F)N1C(SC2=C1C=C(C=C2)OC)=O